FC(OC1=CC=C(C=C1)NC(NCC1=CC=2N(C=C1)N=CC2C(=O)N)=O)(F)F 5-((3-(4-(trifluoromethoxy)phenyl)ureido)methyl)pyrazolo[1,5-a]pyridine-3-carboxamide